ClC1=CC=C2C(NC(N(C2=C1)C1=CC(=CC=C1)O)=O)=O 7-chloro-1-(3-hydroxyphenyl)-1,3-dihydroquinazoline-2,4-dione